C(C=C)N1N(C2=NC(=NC=C2C1=O)NC=1C=C2C(=NNC2=CC1)C)C1=CC=CC(=N1)OC1CCN(CC1)C(=O)OC(C)(C)C tert-butyl 4-((6-(2-allyl-6-((3-methyl-1H-indazol-5-yl)amino)-3-oxo-2,3-dihydro-1H-pyrazolo[3,4-d]pyrimidin-1-yl)pyridin-2-yl)oxy)piperidine-1-carboxylate